N[C@H](C(=O)N1[C@@H](CCC1)C(=O)N[C@@H](CC1=NC=CC=C1)C1=CC=CC=C1)CC=1N=CNC1 (S)-1-((S)-2-Amino-3-(1H-imidazol-4-yl)propanoyl)-N-((S)-1-phenyl-2-(pyridin-2-yl)ethyl)pyrrolidine-2-carboxamide